N[C@H]1[C@H](N(CC1)C1=NC(=CC(=C1C#N)C(F)(F)F)C)C(=O)N(C=1C=C(C=CC1)C)C (2S,3R)-3-amino-1-[3-cyano-6-methyl-4-(trifluoromethyl)-2-pyridyl]-N-methyl-N-(m-tolyl)pyrrolidine-2-carboxamide